4-((4-([1,1'-biphenyl]-3-yl)-5-chloropyrimidin-2-yl)amino)piperidin-2-one C1(=CC(=CC=C1)C1=NC(=NC=C1Cl)NC1CC(NCC1)=O)C1=CC=CC=C1